2-(2-chloropyridin-3-yl)-1-(4,7-difluoro-5-(2-((1-methyl-1H-pyrazol-5-yl)amino)pyrimidin-4-yl)indolin-1-yl)ethan-1-one ClC1=NC=CC=C1CC(=O)N1CCC2=C(C(=CC(=C12)F)C1=NC(=NC=C1)NC1=CC=NN1C)F